2-phenyl-12-azatricyclo[4.4.4.03,9]tetradec-1(2),4,7-triene-10,14-dione C1(=CC=CC=C1)C1=C2C(C3C=CC(C=CC13)C(CNC2)=O)=O